NC=1C(=CC(=C2C=CC(=CC12)C(=O)NC(C)C)C1=CC=C(C=C1)C(F)(F)F)Cl 8-amino-7-chloro-N-isopropyl-5-(4-(trifluoromethyl)phenyl)-2-naphthamide